8-[2-(2,6-dioxo-3-piperidyl)-1-oxo-isoindolin-5-yl]-8-azaspiro[4.5]decane-3-carbaldehyde O=C1NC(CCC1N1C(C2=CC=C(C=C2C1)N1CCC2(CC(CC2)C=O)CC1)=O)=O